1-[2-(3,5-dimethyl-1H-pyrazol-4-yl)acetyl]-4-fluoro-N-{phenyl[4-(propan-2-yl)phenyl]methyl}pyrrolidine-2-carboxamide CC1=NNC(=C1CC(=O)N1C(CC(C1)F)C(=O)NC(C1=CC=C(C=C1)C(C)C)C1=CC=CC=C1)C